C(C1=CC=CC=C1)O[C@H](COCCC(=O)N1CCN(CC1)C1=NC=C(C=N1)Cl)C 3-[(2S)-2-(benzyloxy)propoxy]-1-[4-(5-chloropyrimidin-2-yl)piperazin-1-yl]propan-1-one